ClC1=C(C=CC=C1OC)C(=O)N1C[C@H]2CO[C@@H](CN2CC1)C1=NC=C(C(=C1)C)Cl (2-Chloro-3-methoxyphenyl)((3S,9aS)-3-(5-chloro-4-methylpyridin-2-yl)hexahydropyrazino[2,1-c][1,4]oxazin-8(1H)-yl)methanon